(Z)-4-((2,3-Dimethyl-1H-indol-7-yl)sulfonyl)-3-fluorobut-2-en-1-amin CC=1NC2=C(C=CC=C2C1C)S(=O)(=O)C/C(=C/CN)/F